N-benzyl-N-(1-butylpiperidin-4-yl)-4-methyl-5-phenyl-1H-pyrazole-3-carboxamide C(C1=CC=CC=C1)N(C(=O)C1=NNC(=C1C)C1=CC=CC=C1)C1CCN(CC1)CCCC